C(C)(C)N1N=CC=C1S(=O)(=O)Cl 1-isopropyl-1H-pyrazole-5-sulfonyl chloride